ethyl azetidin-3-ylacetate, trifluoroacetate salt FC(C(=O)O)(F)F.N1CC(C1)CC(=O)OCC